C1(=CC=CC=C1)N1C2=CC(=CC=C2C=2C=C3C(=CC12)C=CC=C3)OB(O)O (5-phenyl-5H-benzo[b]carbazol-3-yl)boric acid